rac-(3R)-1-methyl-5-[6-methyl-5-[[6-methyl-4-(methylamino)-2-pyridyl]amino]-2,3-dihydrofuro[3,2-b]pyridin-7-yl]-2,3,4,7-tetrahydroazepin-3-ol CN1C[C@@H](CC(=CC1)C1=C2C(=NC(=C1C)NC1=NC(=CC(=C1)NC)C)CCO2)O |r|